FC1=C2CCCCC2=CC=C1N1CCNCC1 5-fluoro-6-(piperazin-1-yl)-1,2,3,4-tetrahydronaphthalen